N-ethyl-phenothiazinealdehyde C(C)N1C2=CC=CC=C2SC=2C=CC=C(C12)C=O